tert-butyl 5-[5-[[4-methyl-6-(methylamino)pyrimidin-2-yl] amino]-2,3-dihydrobenzofuran-7-yl]-3,3a,4,5,6,6a-hexahydro-1H-cyclopenta[c]pyrrole-2-carboxylate CC1=NC(=NC(=C1)NC)NC=1C=C(C2=C(CCO2)C1)C1CC2C(CN(C2)C(=O)OC(C)(C)C)C1